3-[2-tert-butoxy-1-[(3-hydroxyphenyl)methyl]-2-oxoethyl]pyrrolidine-1-carboxylic acid tert-butyl ester C(C)(C)(C)OC(=O)N1CC(CC1)C(C(=O)OC(C)(C)C)CC1=CC(=CC=C1)O